methyl 8-iodo-2-(2,2,2-trifluoroacetyl)-1,2,3,4-tetrahydroisoquinoline-6-carboxylate IC=1C=C(C=C2CCN(CC12)C(C(F)(F)F)=O)C(=O)OC